C(C)(C)(C)OC(=O)N1[C@H](C[C@@H](C1)F)C1=C(C=CC(=C1)F)O[C@@H](C)CCCN1C(C2=CC=CC=C2C1=O)=O (2R,4S)-2-(2-((S)-5-(1,3-dioxoisoindolin-2-yl)pent-2-yloxy)-5-fluorophenyl)-4-fluoropyrrolidine-1-carboxylic acid tert-butyl ester